1-t-butoxycarbonyl-3-methyl-azetidine-3-carboxylic acid C(C)(C)(C)OC(=O)N1CC(C1)(C(=O)O)C